2-(4-oxo-2-(2-((tetrahydro-2H-pyran-4-yl)amino)pyrimidin-4-yl)-6,7-dihydrothieno[3,2-c]pyridin-5(4H)-yl)acetic acid tert-butyl ester C(C)(C)(C)OC(CN1C(C2=C(CC1)SC(=C2)C2=NC(=NC=C2)NC2CCOCC2)=O)=O